ClC=1C(=NC(=CC1)C1=C(C(=C(C=C1)C(F)(F)F)SC)Cl)C(=O)OC Methyl 3-chloro-6-(2-chloro-3-(methylthio)-4-(trifluoromethyl) phenyl)picolinate